CN1N=C(C=C1)C=1C=C(C=NC1OC1=CC=C(C=C1)C(F)(F)F)C(=O)NC=1C=NN(C1)C 5-(1-Methyl-1H-pyrazol-3-yl)-N-(1-methyl-1H-pyrazol-4-yl)-6-[4-(trifluoromethyl)phenoxy]pyridine-3-carboxamide